NC=1C=C(C=C(C1)C(F)(F)F)[C@@H](C)NC(=O)C1=NN(C(C=C1)=O)C=1CCN(CC1)S(=O)(=O)C N-[(1R)-1-[3-amino-5-(trifluoromethyl)phenyl]ethyl]-1-(1-methanesulfonyl-1,2,3,6-tetrahydroPyridin-4-yl)-6-oxo-1,6-dihydropyridazine-3-carboxamide